OC(COC=1C=CC=2N(C1)N=CC2C#N)(C#C)C 6-((2-hydroxy-2-methylbut-3-yn-1-yl)oxy)pyrazolo[1,5-a]pyridine-3-carbonitrile